(Benzyl ((S)-(7-fluoro-5-((S)-2-methoxy-1-((S)-2-oxo-4-(trifluoromethyl)-imidazolidin-1-yl)ethyl)benzo[d]oxazol-2-yl)((1r,4S)-4-fluorocyclohexyl))methyl)carbamate C(C1=CC=CC=C1)C(C1(CCC(CC1)F)C=1OC2=C(N1)C=C(C=C2F)[C@@H](COC)N2C(N[C@@H](C2)C(F)(F)F)=O)NC([O-])=O